(2S,4R)-1-((3,5-dichlorophenyl)sulfonyl)-4-(2,3-difluoro-4-(1H-pyrrolo[2,3-b]pyridin-4-yl)phenoxy)-N-methylpyrrolidine-2-amide ClC=1C=C(C=C(C1)Cl)S(=O)(=O)N1[C@@H](C[C@H](C1)OC1=C(C(=C(C=C1)C1=C2C(=NC=C1)NC=C2)F)F)C(=O)NC